ClC1=C(C=CC=C1)C(C(=O)NC1CC(C1)(F)F)N(C(=O)[C@H]1NC(CC1)=O)C1=CC(=CC(=C1)S(NCCOCCOCCO)(=O)=O)F (2S)-N-[1-(2-chlorophenyl)-2-[(3,3-difluorocyclobutyl)amino]-2-oxo-ethyl]-N-[3-fluoro-5-[2-[2-(2-hydroxyethoxy)ethoxy]ethylsulfamoyl]phenyl]-5-oxo-pyrrolidine-2-carboxamide